C1N(CCC2=CC=CC=C12)C(=O)C1=C(C(=C(C=C1O)O)C)OCC1=CC=C(C=C1)F 3,4-dihydro-1H-isoquinolin-2-yl-[2-[(4-fluorophenyl)methoxy]-4,6-dihydroxy-3-methyl-phenyl]methanone